N[C@H]1C[C@H](CO[C@@H]1C1=C(C=CC(=C1)F)F)N1CC=2C(=NN3C2N=C(C=C3C(=O)[O-])C)CC1 9-((3R,5S,6R)-5-amino-6-(2,5-difluorophenyl) tetrahydro-2H-pyran-3-yl)-2-methyl-7,8,9,10-tetrahydropyrido[4',3':3,4]pyrazolo[1,5-a]pyrimidine-4-carboxylate